2,6-diisopropylquinol C(C)(C)C1=C(O)C(=CC(=C1)O)C(C)C